C(#N)CC=1C=C(C=CC1)NC=1C(=NC(=C(N1)NC1CCOCC1)CC)C(=O)N 3-((3-(cyanomethyl)phenyl)amino)-6-ethyl-5-((tetrahydro-2H-pyran-4-yl)amino)pyrazine-2-carboxamide